C(CCCCCCC)(=O)C1=CC=C(C(C(=O)O)=C1)O 5-n-octanoylsalicylic acid